4-[4-({4-[4-(2-tert-butoxycarbonylamino-ethyl)-phenylcarbamoyl]-bicyclo[2.2.2]octane-1-carbonyl}-amino)-phenyl]-3,6-dihydro-2H-pyridine-1-carboxylic acid tert-butyl ester C(C)(C)(C)OC(=O)N1CCC(=CC1)C1=CC=C(C=C1)NC(=O)C12CCC(CC1)(CC2)C(NC2=CC=C(C=C2)CCNC(=O)OC(C)(C)C)=O